FC1=C(C(=CC=C1)F)C1=C(C=CC(=N1)C(=O)NC=1C(=C2C(=NC1)C(CC2)=O)N2C[C@H](CCC2)NC(OC(C)(C)C)=O)F tert-butyl {(3S)-1-[3-({[6-(2,6-difluorophenyl)-5-fluoropyridin-2-yl]carbonyl}amino)-7-oxo-6,7-dihydro-5H-cyclopenta[b]pyridin-4-yl]piperidin-3-yl}carbamate